((3R,4R)-4-(3,4-dihydroisoquinolin-2(1H)-yl)-3-hydroxypiperidin-1-yl)(2-(pentane-3-Oxy)-6-(piperidin-4-ylamino)pyrimidin-4-yl)methanone C1N(CCC2=CC=CC=C12)[C@H]1[C@@H](CN(CC1)C(=O)C1=NC(=NC(=C1)NC1CCNCC1)OC(CC)CC)O